FC(C1=NN(C=C1C(=O)Cl)C)F 3-(difluoromethyl)-1-methyl-1H-pyrazole-4-carboxylic acid chloride